The molecule is a dipeptide composed of L-asparagine and glycine joined by a peptide linkage. It has a role as a metabolite. It derives from a L-asparagine and a glycine. C([C@@H](C(=O)NCC(=O)O)N)C(=O)N